C(C1=CC=CC=C1)OC1=C2C(=C3C(CN(C3=C1)C(=O)C=1NC3=C(C(=C(C=C3C1)OC)OC)OC)CCl)N=C(O2)C (4-(benzyloxy)-8-(chloromethyl)-2-methyl-7,8-dihydro-6H-oxazolo[4,5-e]indol-6-yl)(5,6,7-trimethoxy-1H-indol-2-yl)methanone